CS(=O)(C)=NC=1C=C(C(=O)N[C@H](C(NC=2C=C3C=CC4(CCOCC4)C3=CC2)=O)[C@@H]2CC[C@H](CC2)C)C=CC1 3-{[Dimethyl(oxo)-λ6-sulfanylidene]amino}-N-[(1S)-1-(trans-4-methylcyclohexyl)-2-oxo-2-(spiro[indene-1,4'-tetrahydropyran]-5-ylamino)ethyl]benzamide